NCCOCCOCCNC1=C(C=C(C=C1)[N+](=O)[O-])[N+](=O)[O-] N-(2-(2-(2-aminoethoxy)ethoxy)ethyl)-2,4-dinitroaniline